1-(4-(1-fluoro-7-(4-(trifluoromethyl)phenyl)-3,8,9,10-tetrahydrocyclohepta[e]indazol-6-yl)phenyl)piperidine-4-carbaldehyde FC1=NNC=2C=CC3=C(C12)CCCC(=C3C3=CC=C(C=C3)N3CCC(CC3)C=O)C3=CC=C(C=C3)C(F)(F)F